3-(piperazine-1-carbonyl)cyclopentan-1-one N1(CCNCC1)C(=O)C1CC(CC1)=O